2-(3-(2,6-difluorophenyl)-5-hydroxy-1H-pyrazol-1-yl)thiazole-4-carboxylic acid FC1=C(C(=CC=C1)F)C1=NN(C(=C1)O)C=1SC=C(N1)C(=O)O